1-((2R,6S)-2,6-dimethyl-piperazin-1-yl)prop-2-en-1-one C[C@H]1N([C@H](CNC1)C)C(C=C)=O